BrC1=C(C=CC(=C1[N+](=O)[O-])OCC=C)F 2-bromo-1-fluoro-3-nitro-4-(prop-2-en-1-yloxy)benzene